N-(tert-butyl)-3-(4-{[6-({(2R/S)-2-[3-(formylamino)-4-hydroxyphenyl]-2-hydroxyethyl}amino)hexyl]-oxy}butyl)benzenesulfonamide C(C)(C)(C)NS(=O)(=O)C1=CC(=CC=C1)CCCCOCCCCCCNC[C@H](O)C1=CC(=C(C=C1)O)NC=O |r|